OC(COC=1C=CC2=C(SC(=C2)C(=O)NC=2C=C(C=CC2C)NC(=O)C2=CC3=C(OCCO3)C=C2)C1)(C)C N-(3-(6-(2-Hydroxy-2-methylpropoxy)benzo[b]thiophene-2-carboxamido)-4-methylphenyl)-2,3-dihydrobenzo[b][1,4]dioxine-6-carboxamide